8-(3,3-difluorocyclobutyl)-2-[4-[2-(dimethylamino)ethoxy]anilino]-6-(5-methyl-3,4-dihydro-2H-quinoxalin-1-yl)pyrido[2,3-d]pyrimidin-7-one FC1(CC(C1)N1C(C(=CC2=C1N=C(N=C2)NC2=CC=C(C=C2)OCCN(C)C)N2CCNC1=C(C=CC=C21)C)=O)F